NC1=C(C=C(C=N1)C=1C=C2N(N1)CCC21CN(C1)C(=O)N[C@H](C)C1=CC(=CC=C1)F)C#N 2'-(6-amino-5-cyanopyridin-3-yl)-N-[(1R)-1-(3-fluorophenyl)ethyl]-5',6'-dihydrospiro[azetidine-3,4'-pyrrolo[1,2-b]pyrazole]-1-carboxamide